CS(=O)(=O)C1=NN=C(O1)CC(C(=O)O)CC=1OC(=NN1)S(=O)(=O)C 3-(5-methanesulfonyl-2-1,3,4-oxadiazolyl)-2-((5-methanesulfonyl-2-1,3,4-oxadiazolyl)methyl)propanoic acid